N[C@H]1CN(C[C@H]1F)C(=O)[C@H]1CN(CC1)C(=O)C=1NC2=CC=C(C(=C2C1Cl)Cl)F ((3S,4R)-3-amino-4-fluoropyrrolidin-1-yl)((R)-1-(3,4-dichloro-5-fluoro-1H-indole-2-carbonyl)pyrrolidin-3-yl)methanone